Tert-Butyl 2-aminobenzylcarbamate NC1=C(CNC(OC(C)(C)C)=O)C=CC=C1